5,7-difluoro-1,1a,2,8b-tetrahydrobenzo[b]cycloprop[d]azepin-3(4H)-one FC1=CC(=CC2=C1NC(CC1C2C1)=O)F